FC1=C(C(=CC=C1)OC)N1CCN(CC1)C(=O)OC(C)(C)C 1-Tert-butyl 4-(2-fluoro-6-methoxyphenyl)piperazine-1-carboxylate